5-fluoro-2-((4-fluoro-2-formylphenyl)amino)-4-(trifluoromethyl)-benzoic acid methyl ester COC(C1=C(C=C(C(=C1)F)C(F)(F)F)NC1=C(C=C(C=C1)F)C=O)=O